C(C)(C)(C)OC(=O)N1CC2CN(CC(C1)C2NC2=CC=CC1=C2SC(=C1CC(F)(F)F)C#CCNC1=C(C=C(C=C1)S(=O)(=O)C)OC)C(=O)OC(C)(C)C di-tert-butyl-9-((2-(3-((2-methoxy-4-(methylsulfonyl)phenyl)amino)prop-1-yn-1-yl)-3-(2,2,2-trifluoroethyl)benzo[b]thiophen-7-yl)amino)-3,7-diazabicyclo[3.3.1]nonane-3,7-dicarboxylate